3-(4-Methyl-1,3,5-triazin-2-yl)aniline CC1=NC(=NC=N1)C=1C=C(N)C=CC1